BrC=1C(=NC=2N(C1)C=C(N2)C(=O)O)C(C)C 6-bromo-7-isopropylimidazo[1,2-a]pyrimidine-2-carboxylic acid